(2-ethylpiperidinyl)t-butyldimethoxysilane C(C)C1N(CCCC1)[Si](OC)(OC)C(C)(C)C